creatine hydrochloride salt Cl.O=C(O)CN(C)C(N)=N